FC(F)(F)C=1C(=C(C=CC1N)C1=CC=C(C=C1)N)C(F)(F)F di(trifluoromethyl)diaminobiphenyl